[Ru](Cl)Cl.ClC1=C(C(=C(C=C1)P(C1=CC=CC=C1)C1=CC=CC=C1)C1=C(C=C(C=C1)C)C(C)C)Cl dichloro(p-methylisopropylphenyl)triphenylphosphine ruthenium dichloride